4-(2-aminooxy-pent-3-enyloxy)-benzonitrile NOC(COC1=CC=C(C#N)C=C1)C=CC